C(C1=CC=CC=C1)OC1=C(C(=CC(=C1)OCC1=CC=CC=C1)F)C[C@@H](OCOC)[C@H](O[Si](C(C)(C)C)(C)C)C1=CC(=C(C=C1)OCOC)OCOC (5R,6R)-5-{[2,4-Bis(benzyloxy)-6-fluorophenyl]methyl}-6-[3,4-bis(methoxymethoxy)phenyl]-8,8,9,9-tetramethyl-2,4,7-trioxa-8-siladecane